3-((2-((S)-amino(4,4-difluorocyclohexyl)methyl)imidazo[1,2-b]pyridazin-7-yl)methyl)piperidin-2-one N[C@H](C=1N=C2N(N=CC(=C2)CC2C(NCCC2)=O)C1)C1CCC(CC1)(F)F